{1-[4-amino-6-carbamoyl-5-(3-chlorophenyl)pyrimidin-2-yl]-4-methylpiperidin-4-yl}carbamic acid tert-butyl ester C(C)(C)(C)OC(NC1(CCN(CC1)C1=NC(=C(C(=N1)N)C1=CC(=CC=C1)Cl)C(N)=O)C)=O